ClC1=C(C=C(C=C1OC)OC)N1C(N(C2=C(C1)C=NC1=C2C=C(N1S(=O)(=O)C1=CC=CC=C1)C(=O)O)C)=O 3-(2-chloro-3,5-dimethoxyphenyl)-1-methyl-2-oxo-7-(phenylsulfonyl)-2,3,4,7-tetrahydro-1H-pyrrolo[3',2':5,6]pyrido[4,3-d]pyrimidine-8-carboxylic acid